NC1=CC(=C(C=C1)N1[C@H](CC(C[C@H]1C)(O)CC(=O)OC(C)(C)C)C)F tert-butyl 2-[(2s,6r)-1-(4-amino-2-fluoro-phenyl)-4-hydroxy-2,6-dimethyl-4-piperidyl]acetate